CC1(C2=C(C3=CC=CC=C3N2)C(=O)C1=O)C The molecule is an indole alkaloid that is 1,2,3,4-tetrahydrocyclopenta[b]indole substituted by geminal-methyl groups at position 3 and oxo groups at positions 1 and 2. It has been isolated from the ethanol extract of the stems of Brucea mollis. It has a role as a plant metabolite. It is an alpha-diketone, an indole alkaloid, an organic heterotricyclic compound and an aromatic ketone.